C(CCCCCCCCCCCCCCC)OCC=1OC(=CC(C1)=O)COCCCCCCCCCCCCCCCC 2,6-di(hexadecyl)oxymethyl-4-pyrone